C(C1=CC=CC=C1)OC=1C=C(C#N)C=C(C1C(=O)N1CC2=CC=CC(=C2C1)N[C@H]1COCC1)O (R)-3-(Benzyloxy)-5-hydroxy-4-(4-((tetrahydrofuran-3-yl)amino)isoindoline-2-carbonyl)benzonitrile